The molecule is an aldarolactone formed via intramolecular cyclocondensation of galactaric acid. It has a role as a bacterial xenobiotic metabolite. It is an aldarolactone and a carbohydrate acid. It derives from a galactaric acid. It is a conjugate acid of a D-galactaro-1,5-lactone(1-). [C@@H]1([C@H]([C@H](OC(=O)[C@@H]1O)C(=O)O)O)O